C(C1=CC=CC=C1)[N+](=C(C)\C=C\C1=C(CCCC1(C)C)C)[O-] (3E)-N-benzyl-4-(2,6,6-trimethylcyclohex-1-en-1-yl)but-3-en-2-imine oxide